BrC=1C=C(C(=NC1)COC1=CC(=C(C=C1)C1=CN=C(N1)C=1C=NC(=CC1)F)OC)F 5-bromo-3-fluoro-2-[[4-(2-(6-fluoropyridin-3-yl)-1H-imidazol-5-yl)-3-methoxyphenoxy]methyl]pyridine